2-(4-(1-(2,6-dioxopiperidin-3-yl)-3-ethyl-2-oxo-2,3-dihydro-1H-benzo[d]imidazol-5-yl)piperidin-1-yl)acetic acid O=C1NC(CCC1N1C(N(C2=C1C=CC(=C2)C2CCN(CC2)CC(=O)O)CC)=O)=O